(acetic acid) palladium tetrakis(pentafluorophenyl)borate FC1=C(C(=C(C(=C1[B-](C1=C(C(=C(C(=C1F)F)F)F)F)(C1=C(C(=C(C(=C1F)F)F)F)F)C1=C(C(=C(C(=C1F)F)F)F)F)F)F)F)F.[Pd+2].C(C)(=O)O.FC1=C(C(=C(C(=C1[B-](C1=C(C(=C(C(=C1F)F)F)F)F)(C1=C(C(=C(C(=C1F)F)F)F)F)C1=C(C(=C(C(=C1F)F)F)F)F)F)F)F)F